FC1=CC(=C(C(=C1)C(C)C)NC(=O)N=[S@](=O)(N)C1=CC=C(C=C1)C(C)(C)O)C(C)C (R)-N'-(4-fluoro-2,6-diisopropylphenylcarbamoyl)-4-(2-hydroxypropan-2-yl)benzenesulfonimidamide